N-(3-(3-(2,6-dioxo-piperidin-3-yl)benzo-furan-5-yl)prop-2-yn-1-yl)-5-(8-(1,3,3-trimethyl-2-oxoindolin-5-yl)isoquinolin-3-yl)picolinamide O=C1NC(CCC1C1=COC2=C1C=C(C=C2)C#CCNC(C2=NC=C(C=C2)C=2N=CC1=C(C=CC=C1C2)C=2C=C1C(C(N(C1=CC2)C)=O)(C)C)=O)=O